rac-1-allyl-5-fluoro-2-(4-methoxybenzyl)-3-oxoisoindoline-1-carboxylic acid methyl ester COC(=O)[C@@]1(N(C(C2=CC(=CC=C12)F)=O)CC1=CC=C(C=C1)OC)CC=C |r|